[1-(2-Chloro-6-fluorophenyl)-piperidin-4-yl]-{1-[1-(tetrahydro-pyran-2-yl)-3-(2-trifluoromethyl-benzylamino)-1H-pyrazol-4-yl]-ethyl}-amine ClC1=C(C(=CC=C1)F)N1CCC(CC1)NC(C)C=1C(=NN(C1)C1OCCCC1)NCC1=C(C=CC=C1)C(F)(F)F